N1=C(N=C(N=C1NC=1C=C(C(=O)O)C=CC1)NC=1C=C(C(=O)O)C=CC1)NC=1C=C(C(=O)O)C=CC1 3,3',3''-((1,3,5-Triazine-2,4,6-triyl)tris(azanediyl))tribenzoic acid